C1OC23[C@]4(C)[C@@H](CC2(OCCO3)OC1)[C@@H]1C[C@H](C3CCCC[C@]3(C)[C@H]1CC4)O 17,17-bis(ethylenedioxy)androstan-6β-ol